(E)-1-(2,6-dimethoxypyridin-4-yl)-3-(1H-indol-4-yl)-2-methylpropan-2-en-1-one COC1=NC(=CC(=C1)C(\C(=C\C1=C2C=CNC2=CC=C1)\C)=O)OC